tert-butyl 5-(3-tert-butoxy-2,2-dimethyl-3-oxo-propyl)indole-1-carboxylate C(C)(C)(C)OC(C(CC=1C=C2C=CN(C2=CC1)C(=O)OC(C)(C)C)(C)C)=O